2-(methylamino)acetamide, hydrochloride salt Cl.CNCC(=O)N